FC1(CN(C1)C1=NC=C(C=N1)C=1C(=NC=CC1)NC(C(C)C)C=1OC2=C(C1C)C=C(C=C2)F)F (2-(3,3-difluoroazetidin-1-yl)pyrimidin-5-yl)-N-(1-(5-fluoro-3-methylbenzofuran-2-yl)-2-methylpropyl)pyridin-2-amine